(S)-3-(pyrrolidin-3-yl)propanoic acid N1C[C@H](CC1)CCC(=O)O